2-(2-fluorophenyl)-6-methyl-N-[(3S)-2-oxo-5-phenyl-1,3-dihydro-1,4-benzodiazepine-3-Yl]pyrazolo[1,5-a]pyrimidine-3-carboxamide FC1=C(C=CC=C1)C1=NN2C(N=CC(=C2)C)=C1C(=O)N[C@@H]1C(NC2=C(C(=N1)C1=CC=CC=C1)C=CC=C2)=O